Acetic acid (2-methylbutoxy)-2-propenoate CC(COC(C(=O)O)=C)CC.C(C)(=O)O